ClC=1C=C2C(=NC(=NC2=C(C1C1=C2C=NNC2=CC=C1C)F)CCN(C)C)N1CCN(CC1)C(C=C)=O 1-(4-(6-chloro-2-(2-(dimethyl-amino)ethyl)-8-fluoro-7-(5-methyl-1H-indazol-4-yl)quinazolin-4-yl)piperazin-1-yl)prop-2-en-1-one